(R)-5-(2-chloro-5-(isobutyrylaminomethyl)benzoylamino)-1-methyl-N-(1-phenylethyl)-1H-indole-2-carboxamide ClC1=C(C(=O)NC=2C=C3C=C(N(C3=CC2)C)C(=O)N[C@H](C)C2=CC=CC=C2)C=C(C=C1)CNC(C(C)C)=O